N1=CC=C(C=C1)C=1SC=2N=C(SC2N1)C1=CC=NC=C1 2,5-di(4-pyridyl)thiazolo[5,4-d]thiazole